2-cyclopropylacetyl-4-phenyloxazolidin-2-one C1(CC1)CC(=O)N1C(OCC1C1=CC=CC=C1)=O